CC1=NC(=CC(=C1)C(C1=CC=C(C#N)C=C1)OC1=C(C=C2C(CCOC2=C1)=O)F)C 4-((2,6-dimethylpyridin-4-yl)((6-fluoro-4-oxochroman-7-yl)oxy)methyl)benzonitrile